NCCCOCCOCCOCCCC1(CCC(CC1)C#C)C(=O)N (3-(2-(2-(3-aminopropoxy)ethoxy)ethoxy)propyl)-4-ethynylcyclohexanecarboxamide